ClC1=C(C=C(OCC(=O)O)C=C1)C#N 2-(4-chloro-3-cyanophenoxy)acetic acid